C(C1=CC=CC=C1)C(CCCNC(=O)C=1C=CC2=C(C=3CCCCC3N=C2C1)Cl)C(=O)N1CCC(CC1)(CN1C=NC2=CC(=CC=C2C1=O)[N+](=O)[O-])O N-(4-benzyl-5-(4-hydroxy-4-((7-nitro-4-oxoquinazolin-3(4H)-yl)methyl)piperidin-1-yl)-5-oxopentyl)-9-chloro-5,6,7,8-tetrahydroacridine-3-carboxamide